C(COCCCCCC#N)OCCCCCC#N 3'-[1,2-ethanediylbis(oxy)]biscapronitrile